C(C1=CC(O)=C(O)C(O)=C1)(=O)C([C@]([C@]([C@@]([C@](C(=O)C(C1=CC(O)=C(O)C(O)=C1)=O)(OC(C1=CC(O)=C(O)C(O)=C1)=O)C(C1=CC(O)=C(O)C(O)=C1)=O)(OC(C1=CC(O)=C(O)C(O)=C1)=O)C(C1=CC(O)=C(O)C(O)=C1)=O)(OC(C1=CC(O)=C(O)C(O)=C1)=O)C(C1=CC(O)=C(O)C(O)=C1)=O)(OC(C1=CC(O)=C(O)C(O)=C1)=O)C(C1=CC(O)=C(O)C(O)=C1)=O)(O)C(C1=CC(O)=C(O)C(O)=C1)=O undecagalloyl-glucose